ClC=1C=2C(N=C3N(C2C=CC1)C1=CC(=CC=C1C3(C)C)C3CCN(CC3)CC3CC(C3)C=O)=O (1s,3s)-3-((4-(4-chloro-7,7-dimethyl-5-oxo-5,7-dihydroindolo[1,2-a]quinazolin-10-yl)piperidin-1-yl)methyl)cyclobutane-1-carbaldehyde